[O-]P([O-])(=O)OP(=O)([O-])[O-].[Zn+2].N1=C(N)N=C(N)N=C1N.N1=C(N)N=C(N)N=C1N.[Zn+2] bis-melamine zinc diphosphate